NC([C@@H](C(C)C)NC(=O)C1=C(OC2=C1C=C(C=C2)OCC2=C(N=CS2)C)C)=O (R)-N-(1-amino-3-methyl-1-oxobutan-2-yl)-2-methyl-5-((4-methylthiazol-5-yl)methoxy)benzofuran-3-carboxamide